NC1=NC=CC2=CC(=CC=C12)CNC(C1=CN=CC(=C1)Cl)=O N-((1-aminoisoquinolin-6-yl)methyl)-5-chloronicotinamide